1-methyl-1H-pyrazolecarboxylic acid CN1N=C(C=C1)C(=O)O